N,N-dimethyl-N'-ethyl-1,4-butanediamine CN(CCCCNCC)C